copper (2+) oxide [Cu]=O